5-(6-(N-ethylbenzamido)-9H-purin-9-yl)-4-fluorotetrahydrofuran-3-yl (2-cyanoethyl) diisopropylphosphoramidite C(C)(C)N(P(OC1COC(C1F)N1C2=NC=NC(=C2N=C1)N(C(C1=CC=CC=C1)=O)CC)OCCC#N)C(C)C